2-pentyl-9,10-bis(n-propylcarbonyloxy)anthracene C(CCCC)C1=CC2=C(C3=CC=CC=C3C(=C2C=C1)OC(=O)CCC)OC(=O)CCC